NC=1C(NC(N(N1)C1=CC(=C(C(=C1)Cl)OC=1C=C2C(=CC(=NC2=CC1)C(F)(F)F)Cl)Cl)=O)=O 6-amino-2-(3,5-dichloro-4-((4-chloro-2-(trifluoromethyl)quinoline-6-yl)oxy)phenyl)-1,2,4-triazine-3,5(2H,4H)-dione